3-(5-methyl-4-(m-tolyl)-4H-1,2,4-triazol-3-yl)-2-(6-methyl-4-(trifluoromethyl)pyridin-2-yl)hexahydrocyclopenta[c]pyrrol-1(2H)-one CC=1N(C(=NN1)C1C2C(C(N1C1=NC(=CC(=C1)C(F)(F)F)C)=O)CCC2)C=2C=C(C=CC2)C